OC1CC(C1)(C(=O)NC1=CNC2=CC=C(C=C12)OCC1=CC=C(C=C1)C(F)(F)F)C racemic-3-hydroxy-1-methyl-N-(5-((4-(trifluoromethyl)benzyl)oxy)-1H-indol-3-yl)cyclobutane-1-carboxamide